[Si](C)(C)(C(C)(C)C)OCC[C@H]1O[C@H]([C@H]2[C@@H]1OC(O2)(C)C)N2N=CC=1C2=NC(=CC1N(C(OC(C)(C)C)=O)C1CCCC1)Cl tert-Butyl (1-((3aR,4R,6R,6aR)-6-(((tert-butyldimethylsilyl)oxy)ethyl)-2,2-dimethyltetrahydrofuro[3,4-d][1,3]dioxol-4-yl)-6-chloro-1H-pyrazolo[3,4-b]pyridin-4-yl)(cyclopentyl)carbamate